α,α-dimethyl-γ-valerolactone CC1(C(=O)OC(C1)C)C